C(C)(C)N1N=C2C(=NN(C(C2=C1)=O)CC(=O)NC1=NC=C(C=N1)C)C(C)C 2-(2,7-Diisopropyl-4-oxo-pyrazolo[3,4-d]pyridazin-5-yl)-N-(5-methylpyrimidin-2-yl)acetamide